ClC1=CC(=C(C=N1)C1=NC=C(C=N1)C(C)(C)F)F 2-(6-Chloro-4-fluoropyridin-3-yl)-5-(2-fluoropropan-2-yl)pyrimidine